triethoxydecyl-silane C(C)OC(CCCCCCCCC[SiH3])(OCC)OCC